2,N2,N7,N7-tetraphenylbenzo[b]benzo[2,3-d]thiophene-2,7-diamine C1(=CC=CC=C1)C1(C=CC2=C(C3=C(S2)C=C(C=C3)N(C3=CC=CC=C3)C3=CC=CC=C3)C1)NC1=CC=CC=C1